N-((3S)-1-(2-((3-((S)-1-amino-2-((1S,3S,5S)-3-cyano-2-azabicyclo[3.1.0]hexan-2-yl)-2-oxoethyl)adamantan-1-yl)oxy)ethyl)pyrrolidin-3-yl)-2-hydroxybenzamide N[C@H](C(=O)N1[C@H]2C[C@H]2C[C@H]1C#N)C12CC3(CC(CC(C1)C3)C2)OCCN2C[C@H](CC2)NC(C2=C(C=CC=C2)O)=O